7-(2-((3aR,4S,6R,6aS)-6-(4-amino-7H-pyrrolo[2,3-d]pyrimidin-7-yl)-2,2,4-trimethyltetrahydro-4H-cyclopenta[d][1,3]dioxol-4-yl)ethyl)-2H-[1,4]oxazino[3,2-h]quinolin-3(4H)-one NC=1C2=C(N=CN1)N(C=C2)[C@@H]2C[C@]([C@@H]1[C@H]2OC(O1)(C)C)(C)CCC1=CC=NC=2C3=C(C=CC12)NC(CO3)=O